N-(3-amino-4-fluorobenzyl)-7-(1-(tetrahydro-2H-pyran-2-yl)-1H-pyrazol-4-yl)-2,3-dihydrofuro[3,2-c]pyridin-4-amine NC=1C=C(CNC2=NC=C(C3=C2CCO3)C=3C=NN(C3)C3OCCCC3)C=CC1F